7-(6-methyl-2-carbonyl-1,2-dihydropyridin-4-yl)-N-(2-(trifluoromethyl)pyridin-4-yl)pyrazolo[1,5-a]pyridine-3-carboxamide CC1=CC(=CC(N1)=C=O)C1=CC=CC=2N1N=CC2C(=O)NC2=CC(=NC=C2)C(F)(F)F